NC=1C2=C(N=CN1)N(C(=C2C2=CC=C(C=C2)OC2=NC(=CC=C2)C)C=2C=NN(C2)C2CN(CC2)C(C#CC)=O)C 1-(3-(4-(4-amino-7-methyl-5-(4-((6-Methylpyridin-2-yl)oxy)phenyl)-7H-pyrrolo[2,3-d]pyrimidin-6-yl)-1H-pyrazol-1-yl)pyrrolidin-1-yl)but-2-yn-1-one